ClC=1C=CC2=C(CCO2)C1 5-chloro-2,3-dihydrobenzofuran